6-(3-Fluorofurfurylamino)-9-β-D-arabinofuranosylpurin FC1=C(CNC2=C3N=CN(C3=NC=N2)[C@H]2[C@@H](O)[C@H](O)[C@H](O2)CO)OC=C1